5-(1-methyl-1H-pyrazol-4-yl)phenol CN1N=CC(=C1)C=1C=CC=C(C1)O